aluminum N,N-diethylanilinium C(C)[NH+](C1=CC=CC=C1)CC.[Al+3]